NC1=C(C=C(C=C1)P(C)(C)=O)C1=CN=CO1 (4-amino-3-(oxazol-5-yl)phenyl)dimethylphosphine oxide